N1(CCN(CCN(CCN(CC1)CC(=O)O)CC(=O)O)CC(=O)O)CC(=O)O 1,4,7,10-tetraazacyclododecane-1,4,7,10-tetrakisAcetic acid